N-(2-(5-(2-acetamidopyridin-4-yl)-2-(methylthio)-1-((2-(trimethylsilyl)ethoxy)methyl)-1H-imidazol-4-yl)phenyl)-3-methoxybenzamide C(C)(=O)NC1=NC=CC(=C1)C1=C(N=C(N1COCC[Si](C)(C)C)SC)C1=C(C=CC=C1)NC(C1=CC(=CC=C1)OC)=O